5-(4-(bromomethyl)cyclohexyl)bicyclo[2.2.1]hept-2-ene BrCC1CCC(CC1)C1C2C=CC(C1)C2